FC(S(=O)(=O)NC(C(F)(F)F)=O)(F)F.C(CCC)[N+]1=CC=CC=C1 1-butylpyridinium (trifluoromethanesulfonyl)trifluoroacetamide salt